6-((7S,8aS)-7-(3-([1,2,4]triazolo[1,5-a]pyridin-8-yl)propyl)-6-oxohexahydropyrrolo[1,2-a]pyrazin-2(1H)-yl)nicotinonitrile N=1C=NN2C1C(=CC=C2)CCC[C@H]2C[C@@H]1N(CCN(C1)C1=NC=C(C#N)C=C1)C2=O